4-[4-[bis(2-methylpropyl)amino]-3-nitrophenyl]tetrahydropyran-4-carbonitrile CC(CN(C1=C(C=C(C=C1)C1(CCOCC1)C#N)[N+](=O)[O-])CC(C)C)C